(2R)-N-((R)-(3-chloro-2,4-difluorophenyl)(3-methylenecyclobutyl)methyl)-2-methyl-3-oxopiperazine-1-carboxamide ClC=1C(=C(C=CC1F)[C@H](NC(=O)N1[C@@H](C(NCC1)=O)C)C1CC(C1)=C)F